CN(C)CC1=C(OCC2CCN(CC2)C(=O)[C@H](CC(C)C)N2C([C@@H](NCC2)CC(C)C)=O)C=CC=C1 (S)-1-[(S)-1-{[4-({o-[(Dimethyl-amino)meth-yl]phenoxy}methyl)-1-piperidyl]carbonyl}-3-methylbutyl]-3-isobutyl-2-piperazinone